ClC(C(F)(F)F)=C(C(F)(F)F)Cl 2,3-dichloro-1,1,1,4,4,4-hexafluoro-2-butene